1,2-dihydrocyclobuta[a]naphthalene C1CC=2C1=C1C=CC=CC1=CC2